2-((dimethylamino)methyl)phenol CN(C)CC1=C(C=CC=C1)O